C(C)(=O)OC1=CC(=CC=C1)SSC=1C=C(C=CC1)OC(C)=O disulfanediylbis(3,1-phenylene) diacetate